C(#N)C1=CC(=CC=2N=C(OC21)C=2C(=C(C=CC2)C2=C(C(=CC=C2)C=2OC1=C(N2)C=C(C=C1)CN1[C@@H](CCC1)C(=O)O)C)C)CN1CC(C1)(C)C ((2-(3'-(7-cyano-5-((3,3-dimethylazetidin-1-yl)methyl)benzo[d]oxazol-2-yl)-2,2'-dimethyl-[1,1'-biphenyl]-3-yl)benzo[d]oxazol-5-yl)methyl)-L-proline